OC=C(C(CCSC)=O)O 1,2-Dihydroxy-5-(methylthio)pent-1-en-3-one